OCC(CO)(CC(CO)(CO)CO)CO 2,2,4,4-tetrakis(hydroxymethyl)-1,5-pentanediol